N1(CC=C(C=C1)C(=O)O)C(=O)O (2R)-1,4(2H)-pyridinedicarboxylic acid